N1N=CC2=CC(=CC=C12)C#CC1=NC(=NC=C1)C1=NC(=NC=C1)NCC1=NC=CC=N1 ((1H-indazol-5-yl)ethynyl)-N-(pyrimidin-2-ylmethyl)-[2,4'-bipyrimidin]-2'-amine